1-[Bis(dimethylamino)methylene]-1H-1,2,3-triazolo[4,5-b]pyridinium-3-oxid hexafluorophosphate F[P-](F)(F)(F)(F)F.CN(C)C(=[N+]1N=[N+](C2=NC=CC=C21)[O-])N(C)C